N1=CC=CC=2CN(CCC12)[C@@H]1[C@@H](CCC1)OC=1C=C2CN(C(C2=CC1)=O)C1C(NC(CC1)=O)=O 3-(5-(((1R,2S)-2-(7,8-dihydro-1,6-naphthyridin-6(5H)-yl)cyclopentyl)oxy)-1-oxoisoindolin-2-yl)piperidine-2,6-dione